2-methyl-5-(1,1,2,2,2-pentafluoroethyl)-4-(trifluoro-methyl)pyrazole-3-carboxamide CN1N=C(C(=C1C(=O)N)C(F)(F)F)C(C(F)(F)F)(F)F